(S)-N-((S)-1-(benzofuran-6-yl)propan-2-yl)-2-methylpropan-2-sulfinamide O1C=CC2=C1C=C(C=C2)C[C@H](C)N[S@@](=O)C(C)(C)C